OC1(CC2=C(N=C3N2C=C(C=C3N3CCOCC3)C=3C=C(C=CC3C)NC(C3=CC(=NC=C3)C(F)(F)F)=O)CC1)C N-(3-(8-Hydroxy-8-methyl-4-morpholino-6,7,8,9-tetrahydrobenzo[4,5]imidazo[1,2-a]pyridin-2-yl)-4-methylphenyl)-2-(trifluoromethyl)isonicotinamide